C=1(C(=CC=CC1)C(=O)O)C1=CC=CC=C1 [1,1'-biphenyl]-2-formic acid